C(C)(C)(C)OC(=O)N[C@H]1CC[C@H](C[C@@H]2N(C1=O)[C@@H](CC2)C(=O)OC)CCC Methyl (3S,6S,9R,10aR)-6-((tert-butoxycarbonyl)amino)-5-oxo-9-propyldecahydropyrrolo[1,2-a]azocine-3-carboxylate